6-chloro-1-phenyl-4-(pyridin-3-ylmethoxy)-1H-pyrazolo[3,4-d]pyrimidine ClC1=NC(=C2C(=N1)N(N=C2)C2=CC=CC=C2)OCC=2C=NC=CC2